C[Si](CCOCN1C(NC(C2=C1CCC2)=O)=O)(C)C 1-{[2-(trimethylsilyl)ethoxy]methyl}-3H,5H,6H,7H-cyclopenta[d]pyrimidine-2,4-dione